NC1(NC(=NC(=N1)OC)SC)N 2-amino-4-methoxy-6-(methylthio)-1,3,5-triazine-amine